N-[(1s,4s)-4-{[2-(trifluoromethyl)imidazo[1,2-a]pyridin-5-yl]amino}cyclohexyl]-1,2-benzothiazole-7-carboxamide FC(C=1N=C2N(C(=CC=C2)NC2CCC(CC2)NC(=O)C2=CC=CC=3C=NSC32)C1)(F)F